N-[(1R,4S)-9-(Dichloromethylene)-1,2,3,4-tetrahydro-1,4-methanonaphthalen-5-yl]-3-(difluoromethyl)-1-methyl-1H-pyrazole-4-carboxamide ClC(=C1[C@@H]2CC[C@H]1C1=C(C=CC=C21)NC(=O)C=2C(=NN(C2)C)C(F)F)Cl